C1(CC1)CN[C@H]1CN(CCC1)C=1N=NC(=CC1)C(C)N1C=NC(=C1)C=1C=NC=C(C1)C1CC1 (3R)-N-(cyclopropylmethyl)-1-(6-(1-(4-(5-cyclopropylpyridin-3-yl)-1H-imidazol-1-yl)ethyl)pyridazin-3-yl)piperidin-3-amine